(P)-4-(1,6-dimethyl-1H-indazol-7-yl)-7,7-dimethyl-2-(2-(2-propenoyl)-2,6-diazaspiro[3.4]octan-6-yl)-5,6,7,8-tetrahydro-3-quinolinecarbonitrile CN1N=CC2=CC=C(C(=C12)C1=C(C(=NC=2CC(CCC12)(C)C)N1CC2(CN(C2)C(C=C)=O)CC1)C#N)C